tert-Butyl 6-{[4-(trifluoromethyl)phenyl]carbamoyl}-2,6-diazaspiro[3.4]octane-2-carboxylate FC(C1=CC=C(C=C1)NC(=O)N1CC2(CN(C2)C(=O)OC(C)(C)C)CC1)(F)F